COCCN(C1=NN(C=C1)N1C=C(C(C2=CC=CC=C12)=O)C(=O)[O-])C (3-((2-methoxyethyl)(methyl)amino)-1H-pyrazol-1-yl)-4-oxo-1,4-dihydroquinoline-3-carboxylate